CN1C2=CC=C(C=C2C=2C=C(C=CC12)N)N 9-methyl-3,6-diaminocarbazole